3-(2-hydroxy-2-methylpropyl)-8-(1-methyl-1H-pyrazol-4-yl)-6-(6-(trifluoromethyl)pyridin-3-yl)pyrido[3,4-d]pyrimidin-4(3H)-one OC(CN1C=NC2=C(C1=O)C=C(N=C2C=2C=NN(C2)C)C=2C=NC(=CC2)C(F)(F)F)(C)C